FC=1C=C(C=CC1)[C@@H]1N(CCC1)C=1C=CC=2N(N1)C(=CN2)C2=CC=CC(=N2)N2CCN(CC2)CCOC2=CC=C1C(=NN(C1=C2)C)C2C(NC(CC2)=O)=O 3-(6-(2-(4-(6-(6-((R)-2-(3-fluorophenyl)pyrrolidin-1-yl)imidazo[1,2-b]pyridazin-3-yl)pyridin-2-yl)piperazin-1-yl)ethoxy)-1-methyl-1H-indazol-3-yl)piperidine-2,6-dione